N12CCC(C(CC1)CC2)OC(NC(C)(C)C2=CC=C(C=C2)C2=CC(=CC=C2)OCCOC)=O (2-(3'-(2-methoxyethoxy)-[1,1'-biphenyl]-4-yl)propan-2-yl)carbamic acid 1-azabicyclo[3.2.2]non-4-yl ester